OCC1=C(C=C(C2=C1CCO2)C2=CC=C(C=C2)OC(F)(F)F)[C@@H](C)NC(C=C)=O (R)-N-(1-(4-(hydroxymethyl)-7-(4-(trifluoromethoxy)phenyl)-2,3-dihydrobenzofuran-5-yl)ethyl)acrylamide